(R)-2-(5-ethynyl-6-fluoro-4-(8-fluoro-2-(4-hydroxy-4-methylpiperidin-1-yl)-4-(methyl(pyrrolidin-2-ylmethyl)amino)pyrido[4,3-d]pyrimidin-7-yl)naphthalen-2-yl)-2-methylpropanenitrile C(#C)C1=C2C(=CC(=CC2=CC=C1F)C(C#N)(C)C)C1=C(C=2N=C(N=C(C2C=N1)N(C[C@@H]1NCCC1)C)N1CCC(CC1)(C)O)F